(R)-3-((4-(2-methoxy-6-methylpyridin-3-yl)phthalazin-1-yl)amino)piperidine-1-carboxylic acid tert-butyl ester C(C)(C)(C)OC(=O)N1C[C@@H](CCC1)NC1=NN=C(C2=CC=CC=C12)C=1C(=NC(=CC1)C)OC